C(C)(=O)OC(C(CC)O)=O acetyl-α-hydroxybutyrate